2-chlorobenzene-boronic acid ClC1=C(C=CC=C1)B(O)O